C(C)(C)(C)OC(CCOCCOCCOCCOCCNC(CCCCCCCCC)=O)=O 17-oxo-4,7,10,13-tetraoxa-16-aza-hexacosanoic acid tert-butyl ester